5-bromo-2,4-dimethyl-2,3-dihydrobenzo[d]isothiazole 1,1-dioxide BrC=1C=CC2=C(CN(S2(=O)=O)C)C1C